6-fluoro-N-[(3-fluoro-2-pyridyl)methyl]-1,1-dioxo-5-(2-phenylethynyl)-2-(2-trimethylsilylethoxymethyl)-1,2,4-benzothiadiazin-3-amine FC=1C=CC2=C(N=C(N(S2(=O)=O)COCC[Si](C)(C)C)NCC2=NC=CC=C2F)C1C#CC1=CC=CC=C1